(3R)-N-[5-(5-fluoro-3-pyridinyl)-3-methyl-pyrazolo[1,5-a]Pyrimidin-7-yl]-2,3,4,9-tetrahydro-1H-carbazol-3-amine FC=1C=C(C=NC1)C1=NC=2N(C(=C1)N[C@@H]1CCC=3NC4=CC=CC=C4C3C1)N=CC2C